4-[4-(1,3-benzoxazol-2-yl)piperidin-1-yl]-6-fluoro-1-methyl-2-oxo-1,2-dihydroquinoline-3-carboxamide O1C(=NC2=C1C=CC=C2)C2CCN(CC2)C2=C(C(N(C1=CC=C(C=C21)F)C)=O)C(=O)N